2-diphenylphosphinomethyl-1-phenylsulfonyl-1H-indol-3-yl-naphthalen-2-ylmethyl-2-methylpropan-2-sulfinamide C1(=CC=CC=C1)P(C1=CC=CC=C1)CC=1N(C2=CC=CC=C2C1C(C(C)(S(=O)N)C)CC1=CC2=CC=CC=C2C=C1)S(=O)(=O)C1=CC=CC=C1